(2-chloro-4-fluoro-3-hydroxyphenyl)boronic acid ClC1=C(C=CC(=C1O)F)B(O)O